C(CC)N1C(=NN=C1C1=NC=NC=C1)C(=O)OCC ethyl 4-propyl-5-(pyrimidin-4-yl)-4H-1,2,4-triazole-3-carboxylate